C(N)(=O)[C@H]1N2C(N([C@H](CC1)C2)OS(=O)(=O)OCC(CSC(C)=O)(C)C)=O thioacetic acid S-(3-(((((1R,2S,5R)-2-carbamoyl-7-oxo-1,6-diazabicyclo[3.2.1]oct-6-yl) oxy) sulfonyl) oxy)-2,2-dimethylpropyl) ester